BrC=1C=CC(=NC1)C=1C(=NC=CN1)C(C)=O 1-[3-(5-bromo-2-pyridyl)pyrazin-2-yl]ethanone